3-(5-(3,5-dimethylpiperazin-1-yl)-4,6-difluoro-1-oxoisoindolin-2-yl)piperidine-2,6-dione CC1CN(CC(N1)C)C=1C(=C2CN(C(C2=CC1F)=O)C1C(NC(CC1)=O)=O)F